5-bromo-2-(4-Chloro-2-fluorophenyl)-2-methyl-2,3-dihydrobenzo[b][1,4]dioxin BrC1=CC=CC=2OC(COC21)(C)C2=C(C=C(C=C2)Cl)F